C1=C(C=CC2=CC=CC=C12)C(=O)C12C(=C(C(C1)C2)C2=CC=CC=C2)N(S(=O)(=O)C)CC N-(1-(2-naphthoyl)-3-phenylbicyclo[2.1.1]hex-2-en-2-yl)-N-ethylmethanesulfonamide